C(C)OC(=O)C=1N=C(SC1)NCC1=CC=CC=C1 2-(benzylamino)thiazole-4-carboxylic acid ethyl ester